ClC=1C2=CN(N=C2C=CC1C1=CN(C2=NC(=CN=C21)N2CC(C1(CN(C1)C(=O)OC(C)(C)C)CC2)(F)F)S(N(C)C)(=O)=O)C tert-Butyl 7-[7-(4-chloro-2-methyl-2H-indazol-5-yl)-5-(dimethylsulfamoyl)-5H-pyrrolo[2,3-b]pyrazin-3-yl]-5,5-difluoro-2,7-diazaspiro[3.5]nonane-2-carboxylate